FC1=C(C=CC(=C1F)OC)C1=CN=C2N1C=CN=C2NC2=CC(=C(C(=O)ON1C(CCC1=O)=O)C=C2)CC (2,5-Dioxopyrrolidin-1-yl) 4-[[3-(2,3-difluoro-4-methoxy-phenyl)imidazo[1,2-a]pyrazin-8-yl]amino]-2-ethyl-benzoate